C1(CC1)S(=O)(=O)NC=1SC=C(N1)C(CCOC)NC(C1=C(C=C(C=C1)C1=NC(=CN=C1)C(F)(F)F)F)=O N-(1-(2-(cyclopropanesulfonylamino)thiazol-4-yl)-3-methoxypropyl)-2-fluoro-4-(6-(trifluoromethyl)pyrazin-2-yl)benzamide